oleoyltyrosine C(CCCCCCC\C=C/CCCCCCCC)(=O)N[C@@H](CC1=CC=C(C=C1)O)C(=O)O